3,5-diethylbenzoyl chloride C(C)C=1C=C(C(=O)Cl)C=C(C1)CC